C1C=CC2=CC3=CC=CC=C3C=C2C1=[N+]=[N-] diazoanthracene